3,5-bis(trifluoromethyl)benzyl (1S,4S)-5-((1H-benzo[d][1,2,3]triazole-5-carboxamido)methyl)-2-azabicyclo[2.2.1]heptane-2-carboxylate N1N=NC2=C1C=CC(=C2)C(=O)NCC2[C@H]1CN([C@@H](C2)C1)C(=O)OCC1=CC(=CC(=C1)C(F)(F)F)C(F)(F)F